[Cl-].C[N+](CCCCCCCCCCCCCC)(C)C trimethyl-tetradecylammonium chloride